COC=1C=C(CN(C=2OC=C(N2)CN2C(CNCC2)=O)CC2=CC(=CC=C2)OC)C=CC1 1-((2-(bis(3-methoxybenzyl)amino)oxazol-4-yl)methyl)piperazin-2-one